(1R,3S)-3-{5-[4-(1,3-dioxolan-2-yl)-3-acetamidobenzamido]-2H-pyrazol-3-yl}cyclopentyl N-isopropylcarbamate C(C)(C)NC(O[C@H]1C[C@H](CC1)C=1NN=C(C1)NC(C1=CC(=C(C=C1)C1OCCO1)NC(C)=O)=O)=O